FC1=CC=C(CN(C(=O)NCC2=CC=C(C=C2)O)CC2CCN(CC2)C)C=C1 1-(4-fluorobenzyl)-3-(4-hydroxybenzyl)-1-((1-methylpiperidin-4-yl)methyl)urea